tert-butyl 3-(2-(2-(2-aminoethoxy)ethoxy)ethoxy)propanoate NCCOCCOCCOCCC(=O)OC(C)(C)C